FC=1C(=C(C(=CC1)F)C1=NC=CC(=N1)NC1=NC=C(C(=C1)N1C[C@H](CCC1)O)C=1C=NN(C1)C1CCOCC1)OC (S)-1-(2-((2-(3,6-difluoro-2-methoxyphenyl)pyrimidin-4-yl)amino)-5-(1-(tetrahydro-2H-pyran-4-yl)-1H-pyrazol-4-yl)pyridin-4-yl)piperidin-3-ol